BrC1=C(C(=C(C(=C1)F)NC(CCl)=O)NC[C@H]1OCC1)F (S)-N-(4-bromo-3,6-difluoro-2-((oxetan-2-ylmethyl)amino)phenyl)-2-chloroacetamide